NC1=NC2=CC=C(C=C2C=C1C)C(=O)N(CC1=NC=C(C=C1)C(F)(F)F)[C@@H]1CC2=C(NC=N2)CC1 2-amino-3-methyl-N-((5S)-4,5,6,7-tetrahydro-1H-benzimidazol-5-yl)-N-((5-(trifluoromethyl)-2-pyridinyl)methyl)-6-quinolinecarboxamide